methyl 2-(methylsulfonyl)acetate CS(=O)(=O)CC(=O)OC